3-(3-((3-(1H-tetrazol-5-yl)phenyl)amino)-2,5-dioxo-2,5-dihydro-1H-pyrrol-1-yl)piperidine-2,6-dione N1N=NN=C1C=1C=C(C=CC1)NC=1C(N(C(C1)=O)C1C(NC(CC1)=O)=O)=O